1,3,3-trimethyl-2-((E)-2-((E)-3-(2-((E)-1,3,3-trimethylindolin-2-ylidene)ethylidene)cyclohex-1-en-1-yl)vinyl)-3H-indol-1-ium C[N+]1=C(C(C2=CC=CC=C12)(C)C)\C=C\C1=C/C(/CCC1)=C/C=C\1/N(C2=CC=CC=C2C1(C)C)C